C(#N)C=1C=C2C(=CC1)N(C(C21CCN(CC1)CCOC1=CC(=C(C(=O)OC)C(=C1)F)F)=O)C methyl 4-(2-{5-cyano-1-methyl-2-oxo-1,2-dihydrospiro[indole-3,4'-piperidin]-1'-yl}ethoxy)-2,6-difluorobenzoate